BrC1=CC=C(C=C1)C1(CC(C1)=C)C=O 1-(4-bromophenyl)-3-methylenecyclobutane-1-carbaldehyde